O=C1NCNCN1 4-oxo-1,3,5-triazinane